5-(adamantan-1-yl)adamantane C12(CC3CC(CC(C1)C3)C2)C23CC1CC(CC(C2)C1)C3